QUINOXALINE-6-BORONIC ACID N1=CC=NC2=CC(=CC=C12)B(O)O